C(#N)CCOP(N(C(C)C)C(C)C)Cl.O[C@H]1[C@H](OCCC1)CC(CCC1=CC=C(C=C1)OC)=O 1-((2R,3R)-3-hydroxytetrahydro-2H-pyran-2-yl)-4-(4-methoxyphenyl)butan-2-one 2-cyanoethyl-N,N-di-isopropylchlorophosphoramidite